COC1=C(C=C2C(=N1)C(=CN2)CC(=O)O)C 2-(5-methoxy-6-methyl-1H-pyrrolo[3,2-b]pyridin-3-yl)acetic acid